CN1N=CC(=C1)C(O)C1=NN=C(N1)C1=CC(=CC=C1)OC=1C=C2C=CN(C2=CC1)S(=O)(=O)C1=CC=C(C)C=C1 (1-methyl-1H-pyrazol-4-yl)(5-(3-((1-tosyl-1H-indol-5-yl)oxy)phenyl)-4H-1,2,4-triazol-3-yl)methanol